FC=1N=C2C(=CC=NC2=CC1)N1C2=C(C=C1)C(OCC2)=O (6-fluoro-1,5-naphthyridin-4-yl)-1H,6H,7H-pyrano[4,3-b]pyrrol-4-one